(E)-4-(3-indolylstyryl)quinazoline N1C(=CC2=CC=CC=C12)C=1C=C(/C=C/C2=NC=NC3=CC=CC=C23)C=CC1